2-(4-ethyl-3-(hydroxymethyl)-5-oxo-4,5-dihydro-1H-1,2,4-triazol-1-yl)-3-fluoro-8-isopropyl-6-(o-tolyl)-1,6-naphthyridin-5(6H)-one C(C)N1C(=NN(C1=O)C1=NC=2C(=CN(C(C2C=C1F)=O)C1=C(C=CC=C1)C)C(C)C)CO